OC1CN(CC12CCN(CC2)C(=O)OCC2=CC=CC=C2)C(=O)OC(C)(C)C 8-benzyl 2-(tert-butyl) 4-hydroxy-2,8-diazaspiro[4.5]decane-2,8-dicarboxylate